(3S)-1-[8-amino-1-(4-{[4-(trifluoromethyl)pyridin-2-yl]carbamoyl}phenyl)imidazo[1,5-a]pyrazin-3-yl]-3-methylpyrrolidine-3-carboxylic acid NC=1C=2N(C=CN1)C(=NC2C2=CC=C(C=C2)C(NC2=NC=CC(=C2)C(F)(F)F)=O)N2C[C@](CC2)(C(=O)O)C